FC=1C=C(C=C(C1)F)N1C(O[C@@](C1)(C)C(=O)N[C@H]1CC=C(C1)C(=O)OC)=O Methyl (4S)-4-[[[(5R)-3-(3,5-difluorophenyl)-5-methyl-2-oxo-5-oxazolidinyl]carbonyl]amino]-1-cyclopentene-1-carboxylate